1-octyl-1-propylpiperidinium cyanide [C-]#N.C(CCCCCCC)[N+]1(CCCCC1)CCC